NC1=NC(N(C2=CC(=CC=C12)C1CC1)C1=C(C=CC=C1)Cl)=O 4-Amino-1-(2-chlorophenyl)-7-cyclopropylquinazolin-2(1H)-one